Tert-Butyl Methyl(2-methyl-1-(5-(2-((4-(trifluoromethyl)phenyl)amino)phenyl)-1,3,4-oxadiazol-2-yl)propan-2-yl)carbamate CN(C(OC(C)(C)C)=O)C(CC=1OC(=NN1)C1=C(C=CC=C1)NC1=CC=C(C=C1)C(F)(F)F)(C)C